C(C)(C)(C)OC(=O)N1C(CN(CC1C)C=1N=NC(=CC1)NC(C1=CC=CC=C1)C1=CC=CC=C1)CC 4-(6-((benzhydryl)amino)pyridazin-3-yl)-2-ethyl-6-methylpiperazine-1-carboxylic acid tert-butyl ester